Cl.C1C(CC2=CC=CC=C12)NC1=NC=C(C=N1)C1CCNCC1 N-(2,3-dihydro-1H-inden-2-yl)-5-(piperidin-4-yl)pyrimidin-2-amine hydrochloride